heptyl-phenyl-dimethyl-ammonium chloride [Cl-].C(CCCCCC)[N+](C)(C)C1=CC=CC=C1